[K].CN(CCN(S(=O)(=O)NC(NC1=C2CCCC2=CC=2CCCC12)=O)CCN(C)C)C 3-(N,N-Bis(2-(dimethylamino)ethyl)sulfamoyl)-1-(1,2,3,5,6,7-hexahydro-s-indacen-4-yl)urea, potassium salt